rac-cis-1-[2-(3-chlorophenyl)ethyl]-4-[(4-methanesulfonylphenoxy)methyl]-3-methylpyrrolidin ClC=1C=C(C=CC1)CCN1C[C@H]([C@H](C1)COC1=CC=C(C=C1)S(=O)(=O)C)C |r|